NC=1C(NC(N(N1)C1=CC(=C(C(=C1)Cl)OC=1C=NC(=C(C1)C(C)C1C2CC1C2)O)Cl)=O)=O 6-amino-2-(4-((5-(1-(bicyclo[1.1.1]pent-2-yl)ethyl)-6-hydroxypyridin-3-yl)oxy)-3,5-dichlorophenyl)-1,2,4-triazine-3,5(2h,4h)-dione